6-methyl-3-(trifluoromethyl)imidazo[1,5-a]pyrazine CC=1N=CC=2N(C1)C(=NC2)C(F)(F)F